C(C)N1C2=CC=CC=C2C=2CC(C(CC12)C)CN1CCCC1 9-ethyl-2-methyl-3-(pyrrolidine-1-ylmethyl)-1,2,3,9-tetrahydro-4H-carbazole